4-((2-azaspiro(3.3)heptan-6-yl)methyl)-N2-(2-(1-(cyclopropylsulfonyl)-1H-pyrazol-4-yl)pyrimidin-4-yl)-5-(1-(difluoromethyl)-1H-pyrazol-3-yl)pyridine-2,4-diamine C1NCC12CC(C2)CC2(CC(=NC=C2C2=NN(C=C2)C(F)F)NC2=NC(=NC=C2)C=2C=NN(C2)S(=O)(=O)C2CC2)N